1-(2-Chloro-6-fluorophenyl)-3-(4-hydroxyphenyl)prop-2-en-1-one ClC1=C(C(=CC=C1)F)C(C=CC1=CC=C(C=C1)O)=O